C(C1=CC=CC=C1)OC(NC1CC=CC1)=O cyclopent-3-en-1-ylcarbamic acid benzyl ester